N-(2,4-dimethylphenyl)-3-hydroxy-2-naphthoamide CC1=C(C=CC(=C1)C)NC(=O)C1=CC2=CC=CC=C2C=C1O